BrC1=C2C=NC(C2=CC(=C1)CO)=O 4-Bromo-6-hydroxymethylisoindol-1-one